P(O)(O)=O.C(C)(C)C1=C(C(=CC(=C1)C(C)C)C(C)C)C1=C(C(=C2C=CC=CC2=C1)C1=CC(=CC2=CC=CC=C12)C1=C(C=C(C=C1C(C)C)C(C)C)C(C)C)O R-3,3'-bis(2,4,6-triisopropylphenyl)binaphthol phosphonate